O=C(CC)C 3-oxo-butan